cyclohexane-1,2,3,4-tetracarboxylic acid C1(C(C(C(CC1)C(=O)O)C(=O)O)C(=O)O)C(=O)O